C(C)(C)(C)OC(=O)N1C(CCCC1)C#CC1=CC=C(C=C1)C(F)(F)F (4-(Trifluoromethyl)phenyl)ethynyl-piperidine-1-carboxylic acid tert-butyl ester